tert-butyl 4-{5-[6-chloro-4-(cyclobutylamino)pyridin-3-yl]-1,3,4-thiadiazol-2-yl}piperazine-1-carboxylate ClC1=CC(=C(C=N1)C1=NN=C(S1)N1CCN(CC1)C(=O)OC(C)(C)C)NC1CCC1